C1(CCCCC1)N1C[C@H]([C@@H](CC1)NC(=O)C1=NOC(=C1)C1=C(C=C(C=C1)F)F)C(=O)O |r| rac-(3R,4R)-1-cyclohexyl-4-{[5-(2,4-difluoro-phenyl)-isoxazole-3-carbonyl]-amino}-piperidine-3-carboxylic acid